3-((3S,4R)-3-((dimethylamino)methyl)-4-hydroxy-1-(2-(thiophen-3-yl)ethyl)piperidin-4-yl)benzamide CN(C)C[C@H]1CN(CC[C@]1(O)C=1C=C(C(=O)N)C=CC1)CCC1=CSC=C1